N-(3-(4'-((tetrahydro-2H-pyran-4-yl)methoxy)-4,5,5',6'-tetrahydro-2H-spiro[furan-3,8'-pyrano[3,4-b]pyridin]-2'-yl)-1H-pyrrolo[2,3-c]pyridin-5-yl)acetamide O1CCC(CC1)COC1=C2C(=NC(=C1)C1=CNC3=CN=C(C=C31)NC(C)=O)C3(OCC2)COCC3